tri(cyclohexane-2,5-diene-1-yl)silane C1(C=CCC=C1)[SiH](C1C=CCC=C1)C1C=CCC=C1